2-(tert-butyl) 3-methyl (1R,3R,4R)-5-oxo-2-azabicyclo[2.2.1]heptane-2,3-dicarboxylate O=C1[C@H]2[C@@H](N([C@@H](C1)C2)C(=O)OC(C)(C)C)C(=O)OC